ClC=1C=CC(=C(C1)C=1C(=CC(=CC1)C(N[C@H](COC)C1=CC=CC=C1)=O)C(=O)O)C1=NC2=C(N1)C=CC(=C2)Cl 5'-chloro-2'-(5-chloro-1H-1,3-benzodiazol-2-yl)-4-{[(1S)-2-methoxy-1-phenylethyl]carbamoyl}-[1,1'-biphenyl]-2-carboxylic acid